(R)-3-((7-(4-chloro-3-(trifluoromethyl)benzoyl)-2-(isopropylamino)-6-methyl-4-oxo-5,6,7,8-tetrahydropyrido[3,4-d]pyrimidin-3(4H)-yl)methyl)-N-methylcyclobutanecarboxamide ClC1=C(C=C(C(=O)N2CC=3N=C(N(C(C3C[C@H]2C)=O)CC2CC(C2)C(=O)NC)NC(C)C)C=C1)C(F)(F)F